3-([4,4'-Bipyridin]-2-ylamino)-N-(3-(6-ethoxypyridin-3-yl)-1-methyl-1H-indol-6-yl)-4-methylbenzamide N1=C(C=C(C=C1)C1=CC=NC=C1)NC=1C=C(C(=O)NC2=CC=C3C(=CN(C3=C2)C)C=2C=NC(=CC2)OCC)C=CC1C